(2-(5-Amino-2-((2-methyl-1,2,3,4-tetrahydroisoquinolin-7-yl)amino)quinazolin-8-yl)phenyl)methanol NC1=C2C=NC(=NC2=C(C=C1)C1=C(C=CC=C1)CO)NC1=CC=C2CCN(CC2=C1)C